Natrium (S)-3-(2',3'-Difluorobiphenyl-3-yl)-3-(3-(1,5-dimethyl-4-oxido-2-oxo-1,2-dihydropyridin-3-yl)ureido)propanoat FC1=C(C=CC=C1F)C1=CC(=CC=C1)[C@H](CC(=O)[O-])NC(=O)NC=1C(N(C=C(C1[O-])C)C)=O.[Na+].[Na+]